CN1C=CC=2C1=CN=C(C2)N(C(C2=CC(=CC=C2)C2=CC=NC=C2)=O)[C@H]2CNCCC2 (R)-N-(1-methyl-1H-pyrrolo[2,3-c]pyridin-5-yl)-N-(piperidin-3-yl)-3-(pyridin-4-yl)benzamide